C(#N)[C@H]1N(CSC1)C(CNC(=O)C1=CC=NC2=CC=C(C=C12)N1[C@H]([C@@H](OCC1)C)COC)=O N-(2-((R)-4-Cyanothiazolidin-3-yl)-2-oxoethyl)-6-((2S,3S)-3-(methoxymethyl)-2-methylmorpholino)quinoline-4-carboxamide